tert-Butyl N-[4-chloro-7-[(2-methoxy-3,4-dioxo-cyclobuten-1-yl)amino]-1-oxo-isoindolin-2-yl]carbamate ClC1=C2CN(C(C2=C(C=C1)NC1=C(C(C1=O)=O)OC)=O)NC(OC(C)(C)C)=O